((S)-2-(((2R,3S,4R,5R)-5-(6-chloro-4-(cyclopentylamino)-1H-pyrazolo[3,4-d]pyrimidin-1-yl)-3,4-dihydroxytetrahydrofuran-2-yl)methoxy)-1-hydroxypropan-2-yl)phosphonic acid ClC1=NC(=C2C(=N1)N(N=C2)[C@H]2[C@@H]([C@@H]([C@H](O2)CO[C@@](CO)(C)P(O)(O)=O)O)O)NC2CCCC2